OC(C)[C@@H]1CN(CCN1)C(=O)OC(C)(C)C tert-Butyl (3S)-3-(1-hydroxyethyl)piperazine-1-carboxylate